C(=O)(O)CN([C@@H](C)C(=O)O)CC(=O)O.[Na].[Na].[Na] trisodium N,N-dicarboxymethylalanine